Cl.Cl.ClC1=C(C=CC=C1)[C@@]1([C@@H](CCCC1)NCC1=CC(=C(C=C1)Cl)Cl)NC Trans-(1S,2R)-1-(2-chlorophenyl)-N2-[3,4-dichlorobenzyl]-N1-methyl-cyclohexane-1,2-diamine dihydrochloride